N-{3-[3-Cyclopropyl-5-(2-fluoro-4-iodophenyl-amino)-6,8-dimethyl-2,4,7-trioxo-3,4,6,7-tetrahydro-2H-pyrido[4,3-d]pyrimidin-1-yl]phenyl}acetamid C1(CC1)N1C(N(C=2C(C1=O)=C(N(C(C2C)=O)C)NC2=C(C=C(C=C2)I)F)C=2C=C(C=CC2)NC(C)=O)=O